4-(3-(phenylsulfonyl)quinolin-4-yl)benzonitrile C1(=CC=CC=C1)S(=O)(=O)C=1C=NC2=CC=CC=C2C1C1=CC=C(C#N)C=C1